(S,S)-2-[1-carboxy-2-[3-(3,5-dichlorobenzyl)-3H-imidazol-4-yl]-ethylamino]-4-methylpentanoic acid C(=O)(O)[C@H](CC=1N(C=NC1)CC1=CC(=CC(=C1)Cl)Cl)N[C@H](C(=O)O)CC(C)C